BrC1=C(C=CC(=N1)C#N)OCCOC 6-bromo-5-(2-methoxyethoxy)-2-cyanopyridine